dodecyl-vinyl-imidazole chloride [Cl-].C(CCCCCCCCCCC)C=1N=C(NC1)C=C